[2-chloro-4-[(E)-[(5,7-dimethoxy-1,1-dioxo-1,2-benzothiazol-3-yl)-isobutylhydrazono]methyl]phenyl]boronic acid ClC1=C(C=CC(=C1)/C=N/N(CC(C)C)C1=NS(C2=C1C=C(C=C2OC)OC)(=O)=O)B(O)O